C(C)(C)C1CCC(CC1)N1CCC(CC1)N1C(C(C2=CC=CC=C12)CC(OC(C)C)=N)=O isopropyl 2-(1-(1-((1s,4s)-4-isopropylcyclohexyl)piperidin-4-yl)-2-oxoindolin-3-yl)acetimidate